methyl (2R)-2-amino-5-(benzyloxy)-7-bromoheptanoate N[C@@H](C(=O)OC)CCC(CCBr)OCC1=CC=CC=C1